propyl 2-((3R,4R)-3-fluoro-4-((7-(5-methyl-1,2,4-oxadiazol-3-yl) isoquinolin-1-yl) amino) pyrrolidine-1-carbonyl)-4-methylthiazole-5-carboxylate F[C@@H]1CN(C[C@H]1NC1=NC=CC2=CC=C(C=C12)C1=NOC(=N1)C)C(=O)C=1SC(=C(N1)C)C(=O)OCCC